(3,4-dimethylphenyl)tolylsulfone CC=1C=C(C=CC1C)S(=O)(=O)C1=C(C=CC=C1)C